C(C)OC1=C(OC=2C=C(C=NC2)C2=CN=CC(=N2)NC(CCC2=CC=C(C=C2)C(C(=O)OC)(C)C)=O)C=CC=C1 methyl 2-(4-(3-((6-(5-(2-ethoxyphenoxy) pyridin-3-yl) pyrazin-2-yl) amino)-3-ketopropyl) phenyl)-2-methylpropionate